C1(CC1)C1OC(CN(C1)C1=NC=NC(=C1)C1=CN=C2N1N=C(C=C2)C(F)F)CNS(=O)(=O)C N-((6-Cyclopropyl-4-(6-(6-(difluoromethyl)imidazo[1,2-b]pyridazin-3-yl)pyrimidin-4-yl)morpholin-2-yl)methyl)methanesulfonamide